2-[(5-amino-1-{6-[(2,6-difluorophenyl)oxy]-4-methylpyridin-3-yl}pyrazol-4-yl)carbonyl]-N-methyl-6,7,8,9-tetrahydro-3H-pyrrolo[3,2-f]isoquinoline-7-carboxamide NC1=C(C=NN1C=1C=NC(=CC1C)OC1=C(C=CC=C1F)F)C(=O)C1=CC2=C3CCN(CC3=CC=C2N1)C(=O)NC